C(C)(C)(C)OC(=O)N1CCN(CC1)C1=CC(=C(C=C1)Br)OC(F)F.BrC=1C(=NC=C(C1)OCCOC)OC 3-bromo-2-methoxy-5-(2-methoxyethoxy)pyridine tert-butyl-4-[4-bromo-3-(difluoromethoxy)phenyl]piperazine-1-carboxylate